3,4-di(mercaptoethylthio)tetrahydrothiophene SCCSC1CSCC1SCCS